N-(8-azido-2,2-dimethyloctyl)-2-(4-(hydroxymethyl)piperidin-1-yl)-4-methoxy-N-(6-methylpyridin-2-yl)benzamide N(=[N+]=[N-])CCCCCCC(CN(C(C1=C(C=C(C=C1)OC)N1CCC(CC1)CO)=O)C1=NC(=CC=C1)C)(C)C